ClC1=CC=C(C=C1)N(C(=O)OC[C@@H]1CC[C@H](CC1)COCC(=O)O)C1=CC=CC=C1 2-[[trans-4-[[[[(4-chlorophenyl)phenylamino]carbonyl]oxy]methyl]-cyclohexyl]methoxy]acetic acid